(2S,4R)-N-[(S)-(5-cyclopropyl-6-fluoropyridin-2-yl)(phenyl)methyl]-4-fluoro-1-{2-[(1,3-oxazol-2-yl)amino]acetyl}pyrrolidine-2-carboxamide C1(CC1)C=1C=CC(=NC1F)[C@@H](NC(=O)[C@H]1N(C[C@@H](C1)F)C(CNC=1OC=CN1)=O)C1=CC=CC=C1